C(C)(C)(C)[C@H]1CC[C@H](N1C(CCCC1=CC=CC=C1)=O)C(=O)O (2S,5R)-5-(tert-butyl)-1-(4-phenylbutyryl)pyrrolidine-2-carboxylic acid